tert-butyl {1-[4-(2,4-difluorophenoxy)-3-(6-methyl-7-oxo-6,7-dihydro-1H-pyrrolo[2,3-c]pyridin-4-yl)benzoyl]pyrrolidin-3-yl}carbamate FC1=C(OC2=C(C=C(C(=O)N3CC(CC3)NC(OC(C)(C)C)=O)C=C2)C=2C3=C(C(N(C2)C)=O)NC=C3)C=CC(=C1)F